FC=1C=C(C[C@H](N)C(=O)O)C=CC1O |r| m-Fluoro-DL-tyrosin